OCC(CC1=C(CNC(OC(C)(C)C)=O)C=CC=C1)(C)C tert-Butyl 2-(3-hydroxy-2,2-dimethylpropyl)benzylcarbamate